C(C)(C)(C)C1=CC2=C(C3=C(C4=CC=C(C=C4C(=C3C(=C2C=C1)C1=CC=C(C=C1)C(C)(C)C)C1=CC=CC=C1)C(C)(C)C)C1=CC=C(C=C1)C(C)(C)C)C1=CC=CC=C1 2,8-di-tert-butyl-5,11-bis(4-tert-butylphenyl)-6,12-diphenyl-tetracene